ClC1=CC=CC=C1 ortho-chlorobenzene